CN1N=CC(=C1)C=1N=CC2=C(C=CC=C2C1)B1OC(C(O1)(C)C)(C)C 3-(1-methyl-1H-pyrazol-4-yl)-8-(4,4,5,5-tetramethyl-1,3,2-dioxaborolan-2-yl)isoquinoline